FC1=CC=C(C=C1)C1=C(C2=C(S1)C=C(C=C2)O)OC2=CC=C(C=C2)N2CCN(CC2)CCCN2CCN(CC2)C=2C=C1CN(C(C1=CC2)=O)C2C(NC(CC2)=O)=O 3-(5-(4-(3-(4-(4-((2-(4-fluorophenyl)-6-hydroxybenzo[b]thiophen-3-yl)oxy)phenyl)piperazin-1-yl)propyl)piperazin-1-yl)-1-oxoisoindolin-2-yl)piperidine-2,6-dione